C(C)OC(C[C@@H](CC(=O)O)C1=CC=CC=C1)=O (R)-5-ethoxy-5-oxo-3-phenylpentanoic acid